2-(4-cyclopropyl-6-methoxypyrimidin-5-yl)-4-(4-(5-methyl-3-(trifluoromethyl)-1H-pyrazol-1-yl)benzyl)-4,5,6,7-tetrahydropyrazolo[1,5-a]pyrimidine C1(CC1)C1=NC=NC(=C1C1=NN2C(N(CCC2)CC2=CC=C(C=C2)N2N=C(C=C2C)C(F)(F)F)=C1)OC